(1R,3S)-3-[3-({[5-methyl-2-(methylsulfonyl) phenyl]acetyl} amino)-1H-pyrazol-5-yl]cyclopentyl (2S)-butan-2-ylcarbamate C[C@@H](CC)NC(O[C@H]1C[C@H](CC1)C1=CC(=NN1)NC(CC1=C(C=CC(=C1)C)S(=O)(=O)C)=O)=O